ClC1=C(OC2=C(C(=O)N)C=CC=N2)C=CC(=C1)CC(=O)NC=1SC(=C(N1)C=1C(=NC=CC1)F)C 2-(2-chloro-4-(2-((4-(2-fluoropyridin-3-yl)-5-methylthiazol-2-yl)amino)-2-oxoethyl)phenoxy)nicotinamide